[SiH3]O[SiH3] DISILOXAN